FC(C=1C(=C(C=CC1)[C@@H](C)NC=1C2=C(N=C(N1)C)N=CC(=C2)OCCN2CCOCC2)F)F (R)-N-(1-(3-(difluoromethyl)-2-fluorophenyl)ethyl)-2-methyl-6-(2-morpholinoethoxy)pyrido[2,3-d]pyrimidin-4-amine